[Si](C)(C)(C(C)(C)C)OC1=C(CON2C(C3=CC=CC=C3C2=O)=O)C=CC=C1 2-((2-((tert-butyldimethylsilyl)oxy)benzyl)oxy)isoindoline-1,3-dione